C1(C=CC=C1)[Zr]C1C=CC2=C(C=CC(=C12)C)C (cyclopentadienyl)(4,7-dimethylindenyl)zirconium